OC1=C(C=CC(=C1)C=1C=NNC1)C1=CC=C(N=N1)N(C1CC(N(C(C1)(C)C)C(CC)=O)(C)C)OC (4-((6-(2-hydroxy-4-(1H-pyrazol-4-yl)phenyl)pyridazin-3-yl)(methoxy)amino)-2,2,6,6-tetramethylpiperidin-1-yl)propan-1-one